(2R,3R)-3-(3-methoxyphenyl)-2-methylpentanal COC=1C=C(C=CC1)[C@@H]([C@H](C=O)C)CC